N-[4-[(1r,3s,5s)-3-amino-5-methylcyclohexyl]-3-pyridyl]-6-(2,6-difluorophenyl)-5-fluoro-2-pyridinecarboxamide N[C@@H]1C[C@@H](C[C@@H](C1)C)C1=C(C=NC=C1)NC(=O)C1=NC(=C(C=C1)F)C1=C(C=CC=C1F)F